C1(CCC(C12CCCC2)=O)=O spiro[4.4]nonane-1,4-dione